6-(2-pyridyldithio)-3-pyridinamine N1=C(C=CC=C1)SSC1=CC=C(C=N1)N